5-(8-fluoroimidazo[1,2-a]pyridin-6-yl)-4-methoxy-N-(1,4-dioxaspiro[4.5]decan-8-yl)-7H-pyrrolo[2,3-d]pyrimidin-2-amine FC=1C=2N(C=C(C1)C1=CNC=3N=C(N=C(C31)OC)NC3CCC1(OCCO1)CC3)C=CN2